5-(6-methyl-5-(3-(trifluoromethyl)pyrrolidin-1-yl)pyridazin-3-yl)pyrimidine-2,4(1H,3H)-dione CC1=C(C=C(N=N1)C=1C(NC(NC1)=O)=O)N1CC(CC1)C(F)(F)F